6-(5-fluoropyridin-3-yl)-7H-pyrrolo[2,3-d]pyrimidin FC=1C=C(C=NC1)C1=CC2=C(N=CN=C2)N1